CC1=CC=C(C=C1)S(=O)(=O)N1N=C(C=C1)C(=O)NCC1=NC=C(C=N1)C 1-(4-methylbenzene-1-sulfonyl)-N-[(5-methylpyrimidin-2-yl)methyl]-1H-pyrazole-3-carboxamide